2-(5-methyl-1H-pyrazol-3-yl)-1H-pyrrole CC1=CC(=NN1)C=1NC=CC1